2-[(2S)-4-[(7R)-4'-chloro-2-(2-morpholinoethoxy)spiro[6,8-dihydro-5H-quinazoline-7,1'-indane]-4-yl]-1-(2-fluoroprop-2-enoyl)piperazin-2-yl]acetonitrile ClC1=C2CC[C@]3(C2=CC=C1)CCC=1C(=NC(=NC1C3)OCCN3CCOCC3)N3C[C@@H](N(CC3)C(C(=C)F)=O)CC#N